bis[2-(4-methoxy-phenoxy)ethyl]ether COC1=CC=C(OCCOCCOC2=CC=C(C=C2)OC)C=C1